C(P(=O)(O)[O-])(P(=O)(O)[O-])(Cl)Cl.[Na+].[Na+] The molecule is the disodium salt of clodronic acid. It inhibits bone resorption and soft tissue calcification, and is used (generally as the tetrahydrate) as an adjunct in the treatment of severe hypercalcaemia associated with malignancy, and in the management of osteolytic lesions and bone pain associated with skeletal metastases. It has a role as a bone density conservation agent. It is an organic sodium salt and a one-carbon compound. It contains a clondronate(2-).